butoxyethyl(3-ethyl-3-oxetanylmethyl)ether C(CCC)OCCOCC1(COC1)CC